2,4,5-trihydroxy-2-(hydroxymethyl)pentanoic acid OC(C(=O)O)(CC(CO)O)CO